2-[4-(3-Bromo-5-ethoxybenzoyl)piperazin-1-yl]-3H-quinazolin-4-one BrC=1C=C(C(=O)N2CCN(CC2)C2=NC3=CC=CC=C3C(N2)=O)C=C(C1)OCC